C(C(=C)C)(=O)OC(CSC=1SC(=NN1)SCCCCC)CCC 2-methacryloxy-n-pentylthio-5-n-pentylthio-1,3,4-thiadiazole